[S-]C#N.[S-]C#N thiocyanate, thiocyanate salt